((2R,3R,4S,5R)-5-(2-acetamido-8-oxo-7-(prop-2-yn-1-yl)-7,8-dihydro-9H-purin-9-yl)-4-acetoxy-3-fluorotetrahydrofuran-2-yl) methylbenzoate CC1=C(C(=O)O[C@H]2O[C@H]([C@@H]([C@H]2F)OC(C)=O)N2C3=NC(=NC=C3N(C2=O)CC#C)NC(C)=O)C=CC=C1